ClC=1C=C(C=CC1F)C(C=1N(C(=CN1)I)COCC[Si](C)(C)C)C1=CC(=C(C=C1)F)Cl 2-(bis(3-chloro-4-fluorophenyl)methyl)-5-iodo-1-((2-(trimethylsilyl)ethoxy)methyl)-1H-imidazole